F[C@@H]1C[C@H](N(C1)C)COC1=NC2=CC=CC=C2C(=C1CC#N)N1[C@@H]2CCN([C@@H]2C1)C(C(=C)F)=O (((2S,4R)-4-fluoro-1-methylpyrrolidin-2-yl)methoxy)-4-((1R,5R)-2-(2-fluoroacryloyl)-2,6-diazabicyclo[3.2.0]hept-6-yl)quinoline-3-acetonitrile